P(=O)(O)(O)O.N1=C(N)N=C(N)N=C1N.N1=C(N)N=C(N)N=C1N dimelamin phosphate